1,3-bis(2,2-dimethyl-1,3-dioxacyclopentan-4-ylmethyl)carbodiimide CC1(OCC(O1)CN=C=NCC1OC(OC1)(C)C)C